N1C=NC2=C1C=CC(=C2)C#CC2=NN(C1=NC=NC(=C12)N)[C@H]1C[C@@H](N(C1)C(C=C)=O)COC 1-((2r,4s)-4-(3-((1H-benzo[d]imidazol-5-yl)ethynyl)-4-amino-1H-pyrazolo[3,4-d]pyrimidin-1-yl)-2-(methoxymethyl)pyrrolidin-1-yl)prop-2-en-1-one